methyl 4-(4-(2,4-dioxotetrahydropyrimidin-1(2H)-yl)phenyl)piperazine-1-carboxylate O=C1N(CCC(N1)=O)C1=CC=C(C=C1)N1CCN(CC1)C(=O)OC